FC(CN1C2=NC(=NC(=C2N=C1)N/N=C/C1=CC(=CC=C1)C)N1CCOCC1)(C1=NC=CC=C1)F (E)-4-(9-(2,2-difluoro-2-(pyridin-2-yl)ethyl)-6-(2-(3-methylbenzylidene)hydrazinyl)-9H-purin-2-yl)morpholine